FC1=C(C=C(C=C1)OC=1C(=C2C=CNC2=CC1F)C)C1=NC(=NN1C)CC=1C=C(C=CC1)CCC(=O)OCC ethyl 3-(3-((5-(2-fluoro-5-((6-fluoro-4-methyl-1H-indol-5-yl)oxy)phenyl)-1-methyl-1H-1,2,4-triazol-3-yl)methyl)phenyl)propanoate